ClC=1C(=NC(=NC1)NC1=C(C(=C(C=C1)N1CCC(CC1)N1CCN(CC1)C)F)OC(F)F)NC1=C(SC=C1)C(=O)N 3-((5-chloro-2-((2-(difluorometh-oxy)-3-fluoro-4-(4-(4-methyl-piperazin-1-yl)piperidin-1-yl)-phenyl)amino)pyrimidin-4-yl)-amino)thiophene-2-carboxamide